1-(2,6-dichlorophenyl)-4-((5-methyl-6-(1H-pyrazol-1-yl)pyridin-3-yl)amino)-1H-pyrazole-3-carboxamide ClC1=C(C(=CC=C1)Cl)N1N=C(C(=C1)NC=1C=NC(=C(C1)C)N1N=CC=C1)C(=O)N